OC[C@H]1OC[C@@H]([C@@H]2[C@H]1OC(O2)(C)C)N(C(OC(C)(C)C)=O)C2=NC=CC(=N2)C(F)(F)F tert-butyl ((3aR,4R,7S,7aR)-4-(hydroxymethyl)-2,2-dimethyltetrahydro-4H-[1,3]dioxolo[4,5-c]pyran-7-yl)(4-(trifluoromethyl)pyrimidin-2-yl)carbamate